4-(7-chloro-3-quinolylamino)-2-[3-methoxy-4-(3-piperidinopropoxy)phenylamino]pyrimidine ClC1=CC=C2C=C(C=NC2=C1)NC1=NC(=NC=C1)NC1=CC(=C(C=C1)OCCCN1CCCCC1)OC